3-(5-nitro-2-phenoxyphenoxy)tetrahydrofuran [N+](=O)([O-])C=1C=CC(=C(OC2COCC2)C1)OC1=CC=CC=C1